C(CC)(=O)OC1=C(C(=C(C(=C1)C(C)(C)C)O)C(C)(C)C)C methyl-(3,5-di-t-butyl-4-hydroxyphenyl) propionate